2-(5-chloro-7-fluoro-2-oxo-2,3-dihydro-1H-indol-1-yl)acetamide ClC=1C=C2CC(N(C2=C(C1)F)CC(=O)N)=O